6-bromo-3-iodo-1-methyl-pyrazolo[4,3-b]pyridine BrC=1C=C2C(=NC1)C(=NN2C)I